2-(4-(6-((4-chloro-6-(((S)-1-cyanoethyl)carbamoyl)pyridin-3-yl)methoxy)pyridin-2-yl)-2,5-difluorobenzyl)-1-(((S)-oxetan-2-yl)methyl)-1H-benzo[d]imidazole-6-carboxylic acid ClC1=C(C=NC(=C1)C(N[C@@H](C)C#N)=O)COC1=CC=CC(=N1)C1=CC(=C(CC2=NC3=C(N2C[C@H]2OCC2)C=C(C=C3)C(=O)O)C=C1F)F